(R)-4-[[1-[3-[Methyl-(2-methylpyrazolo[1,5-a]pyrimidin-6-yl)carbamoyl]phenyl]-3-(trifluoromethyl)-4,5,6,7-tetrahydroindazol-7-yl]oxy]benzoic acid CN(C(=O)C=1C=C(C=CC1)N1N=C(C=2CCC[C@H](C12)OC1=CC=C(C(=O)O)C=C1)C(F)(F)F)C=1C=NC=2N(C1)N=C(C2)C